C(C)(C)(C)C=1C=C(N(N1)C1=CC=C(C=C1)C)NC(NC=1SC(=CN1)CCC1=CC(=NC=C1)NC(=O)NCC)=O 1-[4-(2-{2-[3-(5-tert-Butyl-2-p-tolyl-2H-pyrazol-3-yl)-ureido]-thiazol-5-yl}-ethyl)-pyridin-2-yl]-3-ethyl-urea